(3R)-3-(4-amino-3-(4-phenoxyphenyl)-1H-pyrazolo[3,4-d]pyrimidin-1-yl)-N-(2,6-dioxopiperidin-3-yl)-[1,4'-bipiperidine]-1'-carboxamide NC1=C2C(=NC=N1)N(N=C2C2=CC=C(C=C2)OC2=CC=CC=C2)[C@H]2CN(CCC2)C2CCN(CC2)C(=O)NC2C(NC(CC2)=O)=O